BrC=1C=C2COC3(C2=CC1)CN(C3)C 5'-bromo-1-methyl-3'H-spiro[azetidine-3,1'-isobenzofuran]